BrC=1C=C2C(=NC1)N(C=C2C(=O)O)COCC[Si](C)(C)C 5-bromo-1-((2-(trimethylsilyl)-ethoxy)methyl)-1H-pyrrolo[2,3-b]pyridine-3-carboxylic acid